(1aRS,7bSR)-5-(2-{N-[((S)-1-ethylpyrrolidin-2-yl)carbonyl]-N-methylamino-methyl}-4-fluorophenylsulphonamido)-1,1a,2,7b-tetrahydrocyclopropa[c]benzopyran-4-carboxylic acid C(C)N1[C@@H](CCC1)C(=O)N(C)CC1=C(C=CC(=C1)F)S(=O)(=O)NC1=C(C2=C([C@@H]3[C@H](CO2)C3)C=C1)C(=O)O |&1:27,28|